The molecule is an epoxide resulting from the oxidation of the double bond at the 2-3 position of aurachin C. It is an epoxide, a member of hydroxylamines, an aromatic ketone and an organic heterotricyclic compound. It derives from an aurachin C. CC(=CCC/C(=C/CC/C(=C/CC12C(=O)C3=CC=CC=C3N(C1(O2)C)O)/C)/C)C